C12CC(CC(CC1)N2)OC=2C=C1C(=NC=NC1=C1C2OCC1)NC1=CC(=C(C=C1)OC1=CC=2N(C=C1)N=CN2)C 6-((endo-8-Azabicyclo[3.2.1]octan-3-yl)oxy)-N-(4-([1,2,4]triazolo[1,5-a]pyridin-7-yloxy)-3-methylphenyl)-8,9-dihydrofuro[2,3-h]quinazolin-4-amine